((2-fluoro-4-iodophenyl)amino)-6-methoxythieno[2,3-b]pyridine-3-carboxylic acid tert-butyl ester C(C)(C)(C)OC(=O)C1=C(SC2=NC(=CC=C21)OC)NC2=C(C=C(C=C2)I)F